COC=1C=C(C=CC1)N1C(=C2C(N(N=CC2=C1C)C=1C=C(CNC(C)=O)C=CC1)=O)C N-(3-(6-(3-methoxyphenyl)-5,7-dimethyl-1-oxo-1H-pyrrolo[3,4-d]pyridazin-2(6H)-yl)benzyl)acetamide